C(C)[C@]1(C(N(C(N1)=O)C1=CC(=NC=C1)OC1=CC(=C(C=C1)C)OC)=O)C (5S)-5-ethyl-3-[2-(3-methoxy-4-methyl-phenoxy)-4-pyridyl]-5-methylimidazolidine-2,4-dione